(9H-Fluoren-9-yl)methyl ((S)-1-(((S)-1-(((R)-3-(4-chlorobenzyl)piperidin-3-yl)amino)-3-methoxy-1-oxopropan-2-yl)amino)-1-oxopropan-2-yl)carbamate ClC1=CC=C(C[C@]2(CNCCC2)NC([C@H](COC)NC([C@H](C)NC(OCC2C3=CC=CC=C3C=3C=CC=CC23)=O)=O)=O)C=C1